2-(methylthio)-5-((triisopropylsilyl)ethynyl)pyrido[2,3-d]pyrimidin-7(8H)-one CSC=1N=CC2=C(N1)NC(C=C2C#C[Si](C(C)C)(C(C)C)C(C)C)=O